C1(CCCC1)NC(=O)C1=CC2=C(N=C(S2)N2CCNCC2)C=C1 N-cyclopentyl-2-(piperazin-1-yl)benzo-[d]thiazole-6-carboxamide